N1=CN=C(C=C1)N[C@H](C(=O)O)CCN(CCOCC(F)(F)F)CCCCC1=NC=2NCCCC2C=C1 (S)-2-(pyrimidin-4-ylamino)-4-((4-(5,6,7,8-tetrahydro-1,8-naphthyridin-2-yl)butyl)(2-(2,2,2-trifluoroethoxy)ethyl)amino)butanoic acid